NC=1CN(C(=C(N1)C(F)(F)F)Br)C[C@@H]1NCCN(C1)C (R)-3-amino-6-bromo-N-((4-methylpiperazin-2-yl)methyl)-5-(trifluoromethyl)pyrazine